C(#N)C=1C=C(C=NC1N1N=CC=N1)NC(=O)C1=C(C(=NS1)C1=C2C=CN=C(C2=CC=C1)OC)C1CC1 N-[5-cyano-6-(1,2,3-triazol-2-yl)pyridin-3-yl]-4-cyclopropyl-3-(1-methoxyisoquinolin-5-yl)-1,2-thiazole-5-carboxamide